BrC=1C=C(C2=CN(N=C2C1)C(C(=O)OCC)C1=C2N(C=N1)CCC2)Cl Ethyl 2-(6-bromo-4-chloro-2H-indazol-2-yl)-2-(6,7-dihydro-5H-pyrrolo[1,2-c]imidazol-1-yl)acetate